2-chloro-5-nitroisonicotinic acid ethyl ester C(C)OC(C1=CC(=NC=C1[N+](=O)[O-])Cl)=O